(3-methoxyphenyl)pyridin COC=1C=C(C=CC1)C1=NC=CC=C1